2-iodoacetic acid ICC(=O)O